[Ni].[Li].[GeH4] germane lithium nickel